BrC1=C(N=C2N1C=1N=C(C=C(C1C=C2)C(F)(F)F)C(F)(F)F)C=2OC=NN2 2-(9-bromo-2,4-bis(trifluoromethyl)imidazo[1,2-a][1,8]naphthyridin-8-yl)-1,3,4-oxadiazole